(1S,3S)-3-(4-methoxyphenyl)cyclobutan-1-ol COC1=CC=C(C=C1)C1CC(C1)O